O[C@]1(C([C@](CCC1)(C1=CC=C(C=C1)C(F)(F)F)NC)=O)C (2R,6S)-2-hydroxy-2-methyl-6-methylamino-6-(4-(trifluoromethyl)phenyl)cyclohexan-1-one